P(O)(O)O.B(O)(O)O.C[SiH](C)C trimethyl-silane borate phosphite